C(C1=CC=CC=C1)N1C(C(C(=C1C1=CC=CC=C1)C)(CC(C(C(C(F)(F)F)(F)F)(F)F)(F)F)C)=O 1-Benzyl-3,4-dimethyl-3-(2,2,3,3,4,4,5,5,5-nonafluoropentyl)-5-phenyl-1,3-dihydro-2H-pyrrol-2-one